NC1=NC=CC(=C1Cl)SC=1C=CC=2C(=NC=C(N2)N2CCC3(CC2)[C@@H](C2=CC=C(C=C2C3)F)N)N1 (S)-1'-(6-((2-amino-3-chloropyridin-4-yl)thio)pyrido[2,3-b]Pyrazin-2-yl)-5-fluoro-1,3-dihydrospiro[indene-2,4'-piperidine]-1-amine